CC=1NC=C(N1)[N+](=O)[O-] 2-methyl-4-nitro-1H-imidazole